4-((R or S)-4-((1R,5S)-3,8-diazabicyclo[3.2.1]oct-3-yl)-2-(3-(dimethylamino)propoxy)-8-fluoro-6-methylquinazolin-7-yl)naphthalene [C@H]12CN(C[C@H](CC1)N2)C2=NC(=NC1=C(C(=C(C=C21)C)C2=CC=CC1=CC=CC=C21)F)OCCCN(C)C